NC1=NC=CC(=C1)CN1C(N(C(C1(C)C)=O)C1=CC=C2C(=NN(C2=C1)C)C(F)(F)F)=O 1-((2-aminopyridin-4-yl)methyl)-5,5-dimethyl-3-(1-methyl-3-(trifluoromethyl)-1H-indazol-6-yl)imidazolidine-2,4-dione